N,N-dimethyl-6-((9z,12z)-octadecane-9,12-dien-1-yl)tetracosan-4,15,18-trien-1-amine CN(CCCC=CC(CCCCCCCCC=CCC=CCCCCC)CCCCCCCC\C=C/C\C=C/CCCCC)C